N3-(3-(dimethylamino)propyl)-1-(5-fluoro-2-methoxyphenyl)-N6-(3-methoxypyrazin-2-yl)-1H-pyrazolo[4,3-c]pyridine-3,6-diamine CN(CCCNC1=NN(C2=C1C=NC(=C2)NC2=NC=CN=C2OC)C2=C(C=CC(=C2)F)OC)C